ClC1=CC=C(C=C1)[C@@H](CCNC(C1=C(C(=CC=C1)C=1C=CC=2N(N1)C=C(N2)NC(CN2CCC(CC2)C(F)(F)F)=O)F)=O)O N-[(3R)-3-(4-chlorophenyl)-3-hydroxypropyl]-2-fluoro-3-(2-{2-[4-(trifluoromethyl)piperidin-1-yl]acetamido}imidazo[1,2-b]pyridazin-6-yl)benzamide